1-(5-Azetidin-1-yl-6,8-dihydro-2,3,4,7,8b-pentaaza-as-indacen-7-yl)-2-[1-(2-difluoromethyl-pyridin-4-yl)-azetidin-3-yl]-ethanone N1(CCC1)C1=NC2=NN=CN2C=2CN(CC12)C(CC1CN(C1)C1=CC(=NC=C1)C(F)F)=O